COC1=CC=C(COC2=NN3C(C=CC=C3)=C2C(=O)N)C=C1 2-((4-methoxybenzyl)oxy)pyrazolo[1,5-a]Pyridine-3-carboxamide